racemic-exo-6-(4-((1R,2R,5S)-8-acryloyl-3-oxa-8-azabicyclo[3.2.1]octan-2-yl)-6-chloropyridin-2-yl)-N-methylpyrimidine-4-carboxamide C(C=C)(=O)N1[C@H]2[C@H](OC[C@@H]1CC2)C2=CC(=NC(=C2)Cl)C2=CC(=NC=N2)C(=O)NC |r|